C1(=CC=CC=C1)S(=O)(=O)NC(C(=C)C)=O N-(phenylsulfonyl)methacrylamide